7-(2-((3aR,3bR,4aS,5R,5aS)-5-(4-chloro-7H-pyrrolo[2,3-d]pyrimidin-7-yl)-2,2-dimethyltetrahydrocyclopropa[3,4]cyclopenta[1,2-d][1,3]dioxol-3b(3aH)-yl)ethyl)-N-methylquinolin-2-amine ClC=1C2=C(N=CN1)N(C=C2)[C@@H]2[C@@H]1[C@]([C@@H]3[C@H]2OC(O3)(C)C)(C1)CCC1=CC=C3C=CC(=NC3=C1)NC